(S)-4-(furo[3,2-c]pyridin-4-yl)-N-{1-[5-(hydroxymethyl)pyridin-2-yl]pyrrolidin-3-yl}benzamide O1C=CC=2C(=NC=CC21)C2=CC=C(C(=O)N[C@@H]1CN(CC1)C1=NC=C(C=C1)CO)C=C2